(p-isopropyl-toluene) ruthenium chloride [Ru](Cl)(Cl)Cl.C(C)(C)C1=CC=C(C)C=C1